CC1=C(C=C(C(=O)NC2=CC(=CC=C2)C(F)(F)F)C=C1)C1CN(CC1)C=1C=NC=C(C1)OCCN1CCOCC1 4-methyl-3-(1-(5-(2-morpholinoethoxy)pyridin-3-yl)pyrrolidin-3-yl)-N-(3-(trifluoromethyl)phenyl)benzamide